OC[C@H](C)N1C=NC2=C(C1=O)C=C(N=C2N2CCCCC2)C=2C=NC(=CC2)C(F)(F)F (S)-3-(1-hydroxypropan-2-yl)-8-(piperidin-1-yl)-6-(6-(trifluoromethyl)pyridin-3-yl)pyrido[3,4-d]pyrimidin-4(3H)-one